6-Bromo-1H-pyrazolo[4,3-b]pyridine BrC=1C=C2C(=NC1)C=NN2